C1NCCN2C=C(C3=CC=CC1=C23)C2=CC(NC2=O)=O 4-(1,2,3,4-tetrahydro-[1,4]diazepino-[6,7,1-hi]indol-7-yl)pyrrole-2,5-dione